C1(=CC=CC=C1)C(CNCC(C)(C1=CC=CC=C1)C1=CC=CC=C1)(C)C1=CC=CC=C1 Bis(2,2-diphenylpropyl)amine